benzyl 4-(N-((5-cyclohexylpyridin-2-yl)methyl)-2,2,2-trifluoroacetamido)-2-fluorobenzoate C1(CCCCC1)C=1C=CC(=NC1)CN(C(C(F)(F)F)=O)C1=CC(=C(C(=O)OCC2=CC=CC=C2)C=C1)F